(1-naphthyl)-3-phenyl-2-thiourea C1(=CC=CC2=CC=CC=C12)NC(=S)NC1=CC=CC=C1